(1S)-6-chloro-1-{[(3R)-oxan-3-yl]methyl}-2-[4-(trifluoromethyl)pyridin-2-yl]-2,3,4,9-tetrahydro-1H-pyrido[3,4-b]indole ClC=1C=C2C3=C(NC2=CC1)[C@@H](N(CC3)C3=NC=CC(=C3)C(F)(F)F)C[C@@H]3COCCC3